C(C)O[Si](C)(C)OCC Diethoxydimethyl-silan